5-[(dimethylamino)methyl]-1,3,4-oxadiazole-2-thiol CN(C)CC1=NN=C(O1)S